tert-butyl-3-{1-[(3-{2-[bis(tert-butoxycarbonyl)amino]ethoxy}-5,7-dimethyltricyclo[3.3.1.13,7]decan-1-yl)methyl]-5-methyl-1H-pyrazol-4-yl}-6-chloropyridine C(C)(C)(C)C1=NC(=CC=C1C=1C=NN(C1C)CC12CC3(CC(CC(C1)(C3)C)(C2)C)OCCN(C(=O)OC(C)(C)C)C(=O)OC(C)(C)C)Cl